(7-Phenylimidazo[1,2-a]pyridin-3-yl)pyrrolidine-1-carbonitrile C1(=CC=CC=C1)C1=CC=2N(C=C1)C(=CN2)C2N(CCC2)C#N